BrC=1C=C(OC2=CC=C(\C=C/3\C(=C(C4=CC(=CC=C34)F)CC(=O)O)C)C=C2)C=CC1F (Z)-2-(1-(4-(3-Bromo-4-fluorophenoxy)benzylidene)-5-fluoro-2-methyl-1H-inden-3-yl)acetic acid